3-(1-cyclohexylethyl)piperazine-2,5-dione C1(CCCCC1)C(C)C1C(NCC(N1)=O)=O